C1(CC1)CNC1=C2C(=NC=3C=C(C(=CC13)OC)OC=1N=NC=CC1)CCC2 N-(cyclopropylmethyl)-7-methoxy-6-(pyridazin-3-yloxy)-1H,2H,3H-cyclopenta[b]quinolin-9-amine